Ethyl 4-(3-(4-(((2-phenylcyclopropyl)amino)methyl)-1H-pyrazol-1-yl)propyl)benzoate C1(=CC=CC=C1)C1C(C1)NCC=1C=NN(C1)CCCC1=CC=C(C(=O)OCC)C=C1